BrC=1C=C(C2=C(N(C(N2)=O)C(C)C)C1)F 6-bromo-4-fluoro-1-isopropyl-1,3-dihydro-2H-benzo[d]imidazol-2-one